CN(S(=O)(=O)C)[C@@H]1CNCC1 (S)-3-(N-methylmethylsulfonamido)pyrrolidin